C(C)(=O)N1CCN(CC1)C1=NC(=CC(=N1)[C@H](C)NC(C1=NC=C(C=C1)OC)=O)NC1=CC=C(C=C1)Cl (S)-N-(1-(2-(4-acetylpiperazin-1-yl)-6-((4-chlorophenyl)amino)pyrimidin-4-yl)ethyl)-5-methoxypicolinamide